5-ethyl-3-(3-fluoro-4-(4-methylpyrimidin-2-yl)oxo-phenyl)-4-(4-(2-fluoroprop-2-enamido)phenyl)-1H-pyrrole-2-carboxamide C(C)C1=C(C(=C(N1)C(=O)N)C1C(C(=C(C=C1)C1=NC=CC(=N1)C)F)=O)C1=CC=C(C=C1)NC(C(=C)F)=O